S1SCC1 [1,2]dithietane